3-(7-methoxy-1,4-dimethyl-1H-benzotriazol-5-yl)propanoic acid COC1=CC(=C(C2=C1N(N=N2)C)C)CCC(=O)O